n-octyl-decaethylene glycol C(CCCCCCC)C(COCCOCCOCCOCCOCCOCCOCCOCCOCCO)O